C(#N)C=1C=C(C=CC1)C1=NN2C(N=C(C=C2)C(=O)NCC(C)(C)O)=C1C1=CC(=NC(=C1)C)OC 2-(3-cyanophenyl)-N-(2-hydroxy-2-methyl-propyl)-3-(2-methoxy-6-methyl-4-pyridyl)pyrazolo[1,5-a]pyrimidine-5-carboxamide